SCCSC(CSSSSCC(CS)SCCS)CS bis(2-(2-mercaptoethylthio)-3-mercaptopropylthio) disulfide